methyl 4-bromo-3-chloro-5-fluoro-benzoate BrC1=C(C=C(C(=O)OC)C=C1F)Cl